C(CC)O[Al]OCCC dipropoxyaluminum